CC(C)(SC(C(=O)C1=CC2=CC=CC=C2C=C1)C)SC(C(=O)C1=CC2=CC=CC=C2C=C1)C 3'-(propane-2,2-diylbis(sulfanediyl))bis(1-(naphthalen-2-yl)propan-1-one)